nickel-calcium salt [Ca].[Ni]